(N-(4-amino-5-benzoyl-thiazol-2-yl)-4-isopropoxy-anilino)propanamide NC=1N=C(SC1C(C1=CC=CC=C1)=O)N(C1=CC=C(C=C1)OC(C)C)C(C(=O)N)C